(4-amino-3-methylimidazo[1,5-a]pyrido[3,4-e]pyrazin-8-yl)((4aS,9bS)-7-(trifluoromethoxy)-3,4,4a,9b-tetrahydrobenzofuro[3,2-b]pyridin-1(2H)-yl)methanone NC=1C=2N(C3=C(N1)C=NC(=C3)C(=O)N3[C@@H]1[C@H](CCC3)OC3=C1C=CC(=C3)OC(F)(F)F)C=NC2C